1-{4-[5-(2-azepan-1-yl-ethoxy)-benzoimidazol-1-yl]-phenyl}-3-(5-tert-butyl-2H-pyrazol-3-yl)-urea N1(CCCCCC1)CCOC1=CC2=C(N(C=N2)C2=CC=C(C=C2)NC(=O)NC=2NN=C(C2)C(C)(C)C)C=C1